ClC1=NC=CC(=C1)NN (2-chloro-pyridin-4-yl)-hydrazine